C(=O)(O)C1=[N+](C=C(C=C1)C1=CC(=C(C=C1)C)C)[O-] 2-carboxy-5-(3,4-dimethylphenyl)pyridine 1-oxide